4-(dimethylamino)benzoylmethyl bromide CN(C1=CC=C(C(=O)CBr)C=C1)C